1-[2-(4-fluorophenyl)imidazo[1,2-a]pyridin-6-yl]-3-phenyl-urea FC1=CC=C(C=C1)C=1N=C2N(C=C(C=C2)NC(=O)NC2=CC=CC=C2)C1